C12C(CCCC)(O1)O2 diepoxyhexane